C(C)(C)(C)OC(=O)N[C@H]1C[C@H](C[C@H]1OCOC)C(=O)O (1R,3S,4R)-3-[(tert-Butoxycarbonyl)amino]-4-(methoxymethoxy)cyclopentane-1-carboxylic acid